trans-1-(2-tert-butoxy-2-oxo-ethyl)-1-[2-(dimethylamino)ethyl]piperidin-1-ium-4-carboxylic acid 2,2,2-trifluoroacetate FC(C(=O)[O-])(F)F.C(C)(C)(C)OC(C[N+]1(CCC(CC1)C(=O)O)CCN(C)C)=O